C(#N)C(=C1CCN(CC1)C(=O)OC(C)(C)C)C1=CC=C(C=C1)OC(F)(F)F tert-butyl 4-{cyano[4-(trifluoromethoxy)phenyl] methylene}piperidine-1-carboxylate